di(methyl)sec-butyl-(tert-butoxy)silane C[Si](OC(C)(C)C)(C(C)CC)C